5-oxaspiro[3.4]octan C1CCC12OCCC2